OC=1C(C(=C(C(C1C1=CC=CC=C1)=O)O)C1=CC=CC=C1)=O 2,5-dihydroxy-3,6-diphenylbenzoquinone